C1(=CC=C(C=C1)C(=O)[O-])C1=CC(=CC=C1)C1=CC=C(C=C1)C(=O)[O-] 1,1':3',1''-terphenyl-4,4''-dicarboxylate